1-(3-aminophenyl)-3-cyclopropyl-1-(pyridin-3-yl)propan NC=1C=C(C=CC1)C(CCC1CC1)C=1C=NC=CC1